methionine-diethylaminoethyl ester C(C)N(CC)CCOC([C@@H](N)CCSC)=O